6-chloro-3-((1-(9-(fluoromethyl)-5-morpholino-2-(trifluoromethyl)imidazo[1,2-c]quinazolin-7-yl)ethyl)amino)picolinic acid ClC1=CC=C(C(=N1)C(=O)O)NC(C)C1=CC(=CC=2C=3N(C(=NC12)N1CCOCC1)C=C(N3)C(F)(F)F)CF